C(CCCCCCCCC(=O)O)(=O)O.C(\C=C\C(=O)O)(=O)O (fumaric acid) sebacate